ClC=1C=CC(=C(C1)N1CON(CO1)C(C(=O)NC1=CC2=CN(N=C2C=C1)C)CC1=CC=C(C=C1)Cl)N1N=NC(=C1)Cl 2-(4-(5-chloro-2-(4-chloro-1H-1,2,3-triazol-1-yl)phenyl)-2,5-dioxapiperazin-1-yl)-3-(4-chlorophenyl)-N-(2-methyl-2H-indazol-5-yl)propanamide